CN(C(=O)C1=CC(=C(COC2=CC=CC(=N2)C2CCN(CC2)CC2=NC3=C(N2CCOC)C=C(C=C3)C(=O)O)C=C1)F)C 2-((4-(6-((4-(dimethylcarbamoyl)-2-fluorobenzyl)oxy)pyridin-2-yl)piperidin-1-yl)methyl)-1-(2-methoxyethyl)-1H-benzo[d]imidazole-6-carboxylic acid